O-cresol-acetonitrile C1(=CC=CC=C1OCC#N)C